CCCCCCCC/C=C\\CCCCCC/C=C\\OC[C@H](COP(=O)(O)OCCN)OC(=O)CC/C=C\\C/C=C\\C/C=C\\C/C=C\\C/C=C\\C/C=C\\CC The molecule is a 1-(alk-1-enyl)-2-acyl-sn-glycero-3-phosphoethanolamine in which the alkyl and the acyl groups at positions 1 and 2 are specified as (1Z,9Z)-octadecadienyl and (4Z,7Z,10Z,13Z,16Z,19Z)-docosahexaenoyl respectively. It has a role as a mouse metabolite. It derives from an all-cis-docosa-4,7,10,13,16,19-hexaenoic acid.